C(CCCCCCCCCCC)C(=C(O)CCCCCCCCCCCC)CCCC didodecyl-hexaenol